5-(2-Methoxypyrimidin-5-yl)-2,3,4,6-tetrahydro-1H-pyrrolo[3,4-c]pyrrole hydrochloride Cl.COC1=NC=C(C=N1)N1CC2=C(C1)CNC2